ClC=1C=C(C(=NC1)N1C(C(N(C(C1)=O)CC1=CC=C(C=C1)Cl)CC1COC1)=O)C 1-(5-chloro-3-methylpyridin-2-yl)-4-(4-chlorobenzyl)-3-(oxetan-3-ylmethyl)piperazine-2,5-dione